2-[2-(7-(4-methylpiperazin-1-yl)-2-oxo-2H-chromen-3-yl) thiazol-4-yl]Ethyl acetate C(C)(=O)OCCC=1N=C(SC1)C=1C(OC2=CC(=CC=C2C1)N1CCN(CC1)C)=O